ClC=1C=C(C=CC1)C1=NOC(=C1)N1C([C@H]2N(CCNC2)CC1)=O (S)-8-(3-(3-Chlorophenyl)isoxazol-5-yl)-9-oxooctahydro-2H-pyrazino[1,2-a]pyrazin